CC([C@H](N)C1=NC=CC=C1)C (1S)-2-methyl-1-(pyridin-2-yl)propane-1-amine